O=C1C[C@H]2[C@@H](N1)[C@@H](CC2)OC2=NC=CC1=CC(=C(C=C21)OC(C)C)C(=O)N 1-{[(3aS,6R,6aR)-2-oxooctahydrocyclopenta[b]pyrrol-6-yl]oxy}-7-(prop-2-yloxy)isoquinoline-6-carboxamide